NC1=NN2C(C=C(C=C2)C=2C(=C(C(=O)NCC(C(O)C3=NC=C(C=C3)F)(F)F)C(=CC2)C)F)=N1 3-{2-amino-[1,2,4]triazolo[1,5-a]pyridin-7-yl}-N-[2,2-difluoro-3-(5-fluoropyridin-2-yl)-3-hydroxypropyl]-2-fluoro-6-methylbenzamide